2-(Difluoromethyl)-5-[6-(8-quinolyloxyethyl)-3-pyridyl]-1,3,4-oxadiazole FC(C=1OC(=NN1)C=1C=NC(=CC1)CCOC=1C=CC=C2C=CC=NC12)F